1,3-Dibutyl-imidazolium acetat C(C)(=O)[O-].C(CCC)N1C=[N+](C=C1)CCCC